[I-].C(C)OC(CCCC(=O)OCNC(=O)C=1C=[N+](C=CC1)C)=O 3-({[(5-Ethoxy-5-oxopentanoyl)oxy]methyl}carbamoyl)-1-methylpyridinium iodid